C(=O)(O)OC Carboxymethylether